((3aS,4R,6aR)-4-(((tert-butyldiphenylsilyl)oxy)methyl)-2,2-dimethyltetrahydrothieno[3,4-d][1,3]dioxol-4-yl)methanol [Si](C1=CC=CC=C1)(C1=CC=CC=C1)(C(C)(C)C)OC[C@]1(SC[C@@H]2OC(O[C@@H]21)(C)C)CO